(S)-N1-Ethyl-5-(4-formyl-1,2,3-thiadiazol-5-carboxamido)-N6-(1-(2-(2-adamantylamino)-2-oxoethyl)-2-oxo-1,2-dihydropyridin-3-yl)-2-oxohexandiamid C(C)NC(C(CC[C@@H](C(=O)NC=1C(N(C=CC1)CC(=O)NC1C2CC3CC(CC1C3)C2)=O)NC(=O)C2=C(N=NS2)C=O)=O)=O